manganese, potassium salt [K].[Mn]